6-(5-methylcarbonyloxoethyl-2H-benzotriazol-2-yl)benzo[1,3]dioxol-5-ol CC(=O)C1=C(C=2C(=NN(N2)C=2C(=CC3=C(OCO3)C2)O)C=C1)CC=O